B(O[Si](CC)(CC)CC)(O[Si](CC)(CC)CC)O[Si](C)(C)C bis(triethylsilyl) (trimethylsilyl) borate